C[C@@]1([C@H]2CCN([C@H]2C1)C(C=C)=O)OC=1C=2N(C=C(N1)C=1C=NN(C1)C)N=CC2 1-((1S,5S,6R)-6-methyl-6-((6-(1-methyl-1H-pyrazol-4-yl)pyrazolo[1,5-a]pyrazin-4-yl)oxy)-2-azabicyclo[3.2.0]heptan-2-yl)prop-2-en-1-one